(R)-4-(2-((5-chloro-6-((tetrahydrofuran-3-yl)oxy)pyridin-2-yl)amino)thiazol-4-yl)picolinonitrile ClC=1C=CC(=NC1O[C@H]1COCC1)NC=1SC=C(N1)C1=CC(=NC=C1)C#N